tert-butyl (2-acetamido-5-(1,5-dimethyl-1H-pyrazol-3-yl)pyridin-4-yl)carbamate C(C)(=O)NC1=NC=C(C(=C1)NC(OC(C)(C)C)=O)C1=NN(C(=C1)C)C